5-(2-(sec-butylamino)-1,1-difluoro-2-oxoethyl)-N-(3-chloro-4-fluorophenyl)-1-methyl-1H-pyrrole-3-carboxamide C(C)(CC)NC(C(F)(F)C1=CC(=CN1C)C(=O)NC1=CC(=C(C=C1)F)Cl)=O